FC=1C=C(C=C(C1N[C@@H](CSC1=CC=C(C=C1)F)CCN1CC(C1)F)F)S(=O)(=O)NC(=O)[C@@]12OCC[C@@H](OC1)C2 (1S,5R)-N-((3,5-DIFLUORO-4-(((R)-4-(3-FLUOROAZETIDIN-1-YL)-1-((4-FLUOROPHENYL)THIO)BUTAN-2-YL)AMINO)PHENYL)SULFONYL)-2,6-DIOXABICYCLO[3.2.1]OCTANE-1-CARBOXAMIDE